N-(2,2-dimethyl-6-(3-oxo-2,8-diazaspiro[4.5]decan-8-yl)-2,3-dihydrobenzo-furan-5-yl)pyrazolo[1,5-a]pyrimidine CC1(OC2=C(C1)C=C(C(=C2)N2CCC1(CC(NC1)=O)CC2)N2CC=C1N2C=CC=N1)C